ClC1=C(C(=CC(=C1)F)Cl)N1C=2N(C3=C(C1=O)C=NC(=N3)NC3=CC=C1C4(CNCC1=C3)CC4)C=CN2 6-(2,6-dichloro-4-fluorophenyl)-2-(2',3'-dihydro-1'H-spiro[cyclopropane-1,4'-isoquinolin]-7'-ylamino)imidazo[1,2-a]pyrimido[5,4-e]pyrimidin-5(6H)-one